CC(CCCC(=O)O)C.C(CC(C)C)CC(=O)O.C(C=C)(=O)C(CC)(O)N acryloyl-amino-1-propanol isoamyl-acetate (3-methylbutyl-acetate)